C(CCC)OC(NS(=O)(=O)C=1SC(=CC1C1=C(C=C(C=C1)CN1C(=NC=C1)C)F)CC(C)C)=O (3-(2-fluoro-4-((2-methyl-1H-imidazol-1-yl)methyl)phenyl)-5-isobutylthiophene-2-yl)sulfonyl-carbamic acid butyl ester